C(=C)C1=CC2=CC=C(C=C2C=C1)Cl 2-vinyl-6-chloronaphthalene